FC1=CC(=C(C=C1)C1=CC(=NC=C1)NC1=NC=CC(=C1)CSC)OC 4-(4-fluoro-2-methoxyphenyl)-N-(4-((methylthio)methyl)pyridin-2-yl)pyridin-2-amine